FC1=CC=C(C=C1)C1OCCC(C1)C(=O)O (4-fluorophenyl)tetrahydro-2H-pyran-4-carboxylic acid